aminothioether NSN